N=C(C1=CC=CC=C1)CC1=CC=CC=C1 Iminobibenzyl